N(=[N+]=[N-])[C@H]([C@@H](F)C1=CC=C(C#N)C=C1)[C@@H](C1CCOCC1)F |r| (±)-4-((1S,2S,3R)-2-azido-1,3-difluoro-3-(tetrahydro-2H-pyran-4-yl)propyl)benzonitril